(S)-4-oxo-4-((1-oxo-1-(((phenyl-d5)methyl-d2)amino)propan-2-yl)amino)butanoic acid-2,2,3,3-d4 O=C(C(C(C(=O)O)([2H])[2H])([2H])[2H])N[C@H](C(NC([2H])([2H])C1=C(C(=C(C(=C1[2H])[2H])[2H])[2H])[2H])=O)C